({6-[(1,3-benzothiazol-2-yl)amino]-5-(hydroxymethyl)-4-methylpyridazin-3-yl}amino)-1,3-thiazole-4-carboxylic acid S1C(=NC2=C1C=CC=C2)NC2=C(C(=C(N=N2)NC=2SC=C(N2)C(=O)O)C)CO